2,5-dioxoimidazoline O=C1NC(CN1)=O